C(CCCCCCCCCCC)N[C@@H](CC(=O)N)C(=O)N n-dodecylaspartamide